CN1N=C(C=C1)C(F)(F)F 1-methyl-3-trifluoromethyl-pyrazole